Dimethylpyrazolo[1,5-a]pyridine-5-carbonitrile CC=1C(=NN2C1C=C(C=C2)C#N)C